ethyl (((2-(2-chlorophenyl)-5-hydroxy-8-((3S,4R)-3-hydroxy-1-methylpiperidin-4-yl)-4-oxo-4H-chromen-7-yl)oxy)(ethoxy) phosphoryl)-L-alaninate ClC1=C(C=CC=C1)C=1OC2=C(C(=CC(=C2C(C1)=O)O)OP(=O)(OCC)N[C@@H](C)C(=O)OCC)[C@@H]1[C@@H](CN(CC1)C)O